3-bipyrazineamide N1=C(C(=NC=C1)C(=O)N)C1=NC=CN=C1